COS(=O)(=O)[O-].C[NH+]1N(C(C=C1C1=CC=CC=C1)C1=CC=CC=C1)C 1,2-DIMETHYL-3,5-DIPHENYL-1H-PYRAZOLIUM METHYL-SULFATE